C=1(C=CN2C=CC=CC12)CC(CC)NC(OC(C)(C)C)=O tert-butyl (1-(indolizin-1-yl)butan-2-yl)carbamate